4-methoxy-1,3-benzothiazole-6-carboxamide COC1=CC(=CC2=C1N=CS2)C(=O)N